C1(CC1)N1C(C(=CC=C1)NC(=O)C=1C=C2C(=NC1N1CCC(CC1)O)OC(C2)(C)C)=O N-(1-Cyclopropyl-2-oxo-1,2-dihydropyridin-3-yl)-6-(4-hydroxypiperidin-1-yl)-2,2-dimethyl-2,3-dihydrofuro[2,3-b]pyridine-5-carboxamide